4'-(3-acetoxypropoxy)-3'-bromo-[1,1'-biphenyl]-4-carboxylic acid ethyl ester C(C)OC(=O)C1=CC=C(C=C1)C1=CC(=C(C=C1)OCCCOC(C)=O)Br